N-(4-trifluoromethylphenyl)-2-isobutyryloxy-4-fluoro-5-chlorobenzamide FC(C1=CC=C(C=C1)NC(C1=C(C=C(C(=C1)Cl)F)OC(C(C)C)=O)=O)(F)F